4-(4-(trifluoromethyl)phenyl)-4,7-dihydro-[1,2,4]triazolo[1,5-a]pyrimidine-6-carboxylic acid ethyl ester C(C)OC(=O)C1=CN(C=2N(C1)N=CN2)C2=CC=C(C=C2)C(F)(F)F